FC=1C=C(C=C(C1OC)F)C=1OC2=C(N1)CCCC2=O 2-(3,5-difluoro-4-methoxy-phenyl)-5,6-dihydro-4H-1,3-benzoxazol-7-one